C(CCC)[Sn](C1=CC=C(C=N1)N)(CCCC)CCCC 6-(Tributylstannyl)pyridin-3-amine